(R)-3-(1-((1-(2,4-dichlorophenyl)ethyl)-3-(trifluoromethyl)-1H-pyrazolo[3,4-b]pyrazin-6-yl)azetidin-3-yl)piperidin-1-ol benzenesulfonate C1(=CC=CC=C1)S(=O)(=O)O.ClC1=C(C=CC(=C1)Cl)C(C)N1N=C(C=2C1=NC(=CN2)N2CC(C2)[C@@H]2CN(CCC2)O)C(F)(F)F